N=1C2=C(C3(N=CC=CC31)C(=O)N)C2 methanopyrrolo[3,2-b]pyridine-3a-carboxamide